CC1=C(C=CC(=C1)C)[C@]1(C[C@@H]2[C@H](N(OC2(C)C)C)[C@H](C1)C)C |r| rac-(3ar,5r,7s,7ar)-5-(2,4-dimethylphenyl)-1,3,3,5,7-pentamethyloctahydrobenzo[c]isoxazole